(S)-2-(2-hydroxy-propan-2-yl)-N'-((1',5',6',7'-tetrahydro-2'H-spiro[cyclopropane-1,3'-dicyclopenta[b,e]pyridin]-8'-yl)carbamoyl)thiazole-5-sulfonimidamide OC(C)(C)C=1SC(=CN1)[S@](=O)(N)=NC(NC1=C2C(=NC3=C1CCC3)C3(CC2)CC3)=O